C(=O)(O)CCN[C@@H](CS)C(=O)O (2-carboxyethyl)-cysteine